C(CCC)(=O)OCCCC butyl N-butyrate